6-{5-chloro-2-[(oxacyclohex-4-yl)amino]pyrimidin-4-yl}-2-(1-methyl-2-oxopiperidin-3-yl)-2,3-dihydro-1H-isoindol-1-one ClC=1C(=NC(=NC1)NC1CCOCC1)C1=CC=C2CN(C(C2=C1)=O)C1C(N(CCC1)C)=O